4-((S)-1-((S)-1-((1-((R)-1-(3,5-difluorophenyl)ethyl)-1H-imidazol-4-yl)amino)-1-oxopropan-2-yl)-4,4-difluoropiperidin-3-yl)pyridine 1-oxide FC=1C=C(C=C(C1)F)[C@@H](C)N1C=NC(=C1)NC([C@H](C)N1C[C@@H](C(CC1)(F)F)C1=CC=[N+](C=C1)[O-])=O